7-(((3S,4S)-3-fluoro-1-methylpiperidin-4-yl)amino)-3-(2,2,2-trifluoroethyl)benzo[b]thiophen F[C@H]1CN(CC[C@@H]1NC1=CC=CC2=C1SC=C2CC(F)(F)F)C